C(N)(=O)C=1C=C2C(=CN(C2=CC1)CC1=CC=C(C=C1)P(O)(O)=O)Cl 4-((5-carbamoyl-3-chloroindol-1-yl)methyl)phenylphosphonic acid